(7S)-7-[4-(2-nitrobenzene-1-sulfonyl)piperazin-1-yl]-2-{4-[3-(trifluoromethoxy)phenoxy]phenyl}-4,5,6,7-tetrahydro-2H-pyrazolo[4,3-b]pyridine-3-carboxamide [N+](=O)([O-])C1=C(C=CC=C1)S(=O)(=O)N1CCN(CC1)[C@@H]1C=2C(NCC1)=C(N(N2)C2=CC=C(C=C2)OC2=CC(=CC=C2)OC(F)(F)F)C(=O)N